FC1=CC(=C(OC=2C=C(C=C(C2)C)C=2C3=C(C(N(C2)C)=O)NC(=C3)C(=O)NC3CCC(CC3)O)C(=C1)C)C 4-(3-(4-fluoro-2,6-dimethylphenoxy)-5-methylphenyl)-N-((1s,4s)-4-hydroxycyclohexyl)-6-methyl-7-oxo-6,7-dihydro-1H-pyrrolo[2,3-c]pyridine-2-carboxamide